C(C)(C)N1N=CC(=C1)C1=CNC2=NC=C(N=C21)C=2C=C(C=C(C2)N2[C@@H](CCC2)C)C(C)N(C)C 1-(3-(7-(1-Isopropyl-1H-pyrazol-4-yl)-5H-pyrrolo[2,3-b]pyrazin-2-yl)-5-((R)-2-methylpyrrolidin-1-yl)phenyl)-N,N-dimethylethan-1-amine